(2R,4S,5R,6R)-6-((1R,2R)-1,2-dihydroxy-3-propionamidopropyl)-4-hydroxy-5-(2-hydroxyacetamido)-2-(2-(2-(prop-2-yn-1-yloxy)ethoxy)ethoxy)tetrahydro-2H-pyran-2-carboxylic acid O[C@H]([C@@H](CNC(CC)=O)O)[C@H]1[C@@H]([C@H](C[C@@](O1)(C(=O)O)OCCOCCOCC#C)O)NC(CO)=O